N-methoxy-N-methyl-2-(3-(thien-3-ylethynyl)phenyl)acetamide tert-butyl-1-((1r,4r)-4-((4-(2,6-dioxopiperidin-3-yl)pyridin-2-yl)amino)cyclohexane-1-carbonyl)piperidine-4-carboxylate C(C)(C)(C)OC(=O)C1CCN(CC1)C(=O)C1CCC(CC1)NC1=NC=CC(=C1)C1C(NC(CC1)=O)=O.CON(C(CC1=CC(=CC=C1)C#CC1=CSC=C1)=O)C